2-(6-((4-Fluoropyridin-2-yl)amino)-2-(pyridin-3-yl)pyrimidin-4-yl)-N-methyl-2-azaspiro[4.5]decane-7-carboxamide FC1=CC(=NC=C1)NC1=CC(=NC(=N1)C=1C=NC=CC1)N1CC2(CC1)CC(CCC2)C(=O)NC